C(C)NCC1=CC=CC=C1 N-ethyl-benzyl-amine